1-(4-(trifluoromethyl)phenyl)propan FC(C1=CC=C(C=C1)CCC)(F)F